N-cyclohexyl-2-[9-(methylthio)-5,5-dioxido-6H-dibenzo[c,e][1,2]thiazin-6-yl]acetamide C1(CCCCC1)NC(CN1S(C2=C(C3=C1C=CC(=C3)SC)C=CC=C2)(=O)=O)=O